1-(4-bromophenoxy)-3-(oxetan-2-ylmethoxy)propan-2-ol BrC1=CC=C(OCC(COCC2OCC2)O)C=C1